C1(CCCCC1)C(=O)NC1=CC=C(C=C1)C1=NN(C(=C1)NC(C1=CC=CC=C1)=O)C N-(3-(4-(Cyclohexanecarboxamido)phenyl)-1-methyl-1H-pyrazol-5-yl)benzamide